6-(3,5-dimethoxyphenyl)-1-(4-methoxybenzyl)-3-(2-nitrophenyl)-4,5,6,7-tetrahydro-1H-pyrazolo[3,4-c]pyridine COC=1C=C(C=C(C1)OC)N1CC2=C(CC1)C(=NN2CC2=CC=C(C=C2)OC)C2=C(C=CC=C2)[N+](=O)[O-]